C(C1=CC=CC=C1)OC(=O)SSC(=O)OCC1=CC=CC=C1 dithiodicarboxylic acid bis(benzyl) ester